ClC1=CC(=C(N=N1)C(=O)[O-])NC=1C=NC(=CC1)N1CCOCC1 6-chloro-4-((6-morpholinopyridin-3-yl)amino)pyridazine-3-carboxylate